C1(CCCC1)[C@@H](C=1C=C(C=CC1)N1C(C2=CC(=CC(=C2C1)C(F)(F)F)CNC1(CCC1)C)=O)C1=NN=CN1C (S)-2-(3-(cyclopentyl(4-methyl-4H-1,2,4-triazol-3-yl)methyl)phenyl)-6-(((1-methylcyclobutyl)amino)methyl)-4-(trifluoromethyl)isoindolin-1-one